3-(4-fluoro-3-(trifluoromethyl)phenyl)-5-(2-(3-fluoropyrrolidin-1-yl)-2-oxoethyl)-1-methyl-1H-pyrrolo[3,2-c]pyridin-4(5H)-one FC1=C(C=C(C=C1)C1=CN(C2=C1C(N(C=C2)CC(=O)N2CC(CC2)F)=O)C)C(F)(F)F